3-(3,5-dihydroxyphenyl-methylaminocarbonyl)-2,5-dihydroxybenzoic acid OC=1C=C(C=C(C1)O)N(C(=O)C=1C(=C(C(=O)O)C=C(C1)O)O)C